4-(3,5-dimethylpyrazol-1-yl)benzonitrile CC1=NN(C(=C1)C)C1=CC=C(C#N)C=C1